1,3-dimethyl-2-phenyl-2,3-dihydro-1H-benzimidazoleAt CN1C(N(C2=C1C=CC=C2)C)(C(=O)[O-])C2=CC=CC=C2